CN(C)CC1=C(C=CC(=N1)NC=1C=CC(=C2CNC(C12)=O)C1=CN=C2N1N=CC(=C2)C)[C@@H]2COCC2 (R)-7-((6-((dimethyl-amino)methyl)-5-(tetrahydrofuran-3-yl)pyridin-2-yl)amino)-4-(7-methyl-imidazo[1,2-b]pyridazin-3-yl)isoindolin-1-one